N1CC(CC1)C(=O)NN pyrrolidine-3-carbohydrazide